ClC=1C(=C(C=CC1)NC1=C2C(=NC(=C1)NC1=NN3C(CCCC3)=C1)NN(C2=O)C)OC 4-((3-chloro-2-methoxyphenyl)amino)-2-methyl-6-((4,5,6,7-tetrahydropyrazolo[1,5-a]pyridin-2-yl)amino)-1,2-dihydro-3H-pyrazolo[3,4-b]pyridin-3-one